Pyrazolidone C1CNNC1=O